rel-N-((5S,6R)-5-(3-bromo-2-fluorobenzyl)-3-isopropyl-4-oxo-3,4,5,6,7,8-hexahydroquinazolin-6-yl)methanesulfonamide BrC=1C(=C(C[C@H]2C=3C(N(C=NC3CC[C@H]2NS(=O)(=O)C)C(C)C)=O)C=CC1)F |o1:5,14|